NCCCC(=O)O gamma-Aminobutanoic acid